Cl.NCC1=CC=C(S1)C(CSC1=NC(=NC2=CC=CC=C12)C)=O 1-(5-(aminomethyl)thiophen-2-yl)-2-((2-methylquinazolin-4-yl)thio)ethanone hydrochloride